CO[C@H]1[C@@H](CCC1)NC1=NC(=CC(=N1)C=1C=C(C#N)C=CC1)C=1N=NN(C1)CC1=NC(=CC=C1)C1(CCCC1)O m-{2-[(1R,2R)-2-methoxycyclopentylamino]-6-(1-{[6-(1-hydroxycyclopentyl)-2-pyridinyl]methyl}-1H-1,2,3-triazol-4-yl)-4-pyrimidinyl}benzonitrile